tert-butyl 3-[[2-chloro-5-[methoxy(methyl)carbamoyl]-4-pyridyl]amino]azetidine-1-carboxylate ClC1=NC=C(C(=C1)NC1CN(C1)C(=O)OC(C)(C)C)C(N(C)OC)=O